5-(5-(cyclopropylcarbamoyl)-2-methylphenyl)-2-((3-(hydroxymethyl)tetrahydrofuran-3-yl)amino)-N-methylnicotinamide C1(CC1)NC(=O)C=1C=CC(=C(C1)C=1C=NC(=C(C(=O)NC)C1)NC1(COCC1)CO)C